CNC(C1=NC=CC(=C1)NCC1=C(C=CC(=C1)NC(C1=CC(=CC(=C1)C(F)(F)F)CN1CCN(CC1)C)=O)C)=O N-methyl-4-((2-methyl-5-(3-((4-methylpiperazin-1-yl)methyl)-5-(trifluoromethyl)benzoylamino)benzyl)amino)picolinamide